ethyl (2,2,2-trifluoroethyl) disulfide FC(CSSCC)(F)F